NC(=O)C1=CC=CC2=CN(N=C12)C1=CC=C(C[NH2+]CC2(CC[NH+](CC2)C)O)C=C1 4-[({4-[7-(aminocarbonyl)-2H-indazol-2-yl]benzyl}ammonio)methyl]-4-hydroxy-1-methylpiperidinium